[F-].[K+].FC=1N(N=C2C(N(N=CC21)C2CCOCC2)=O)CC2=C(C=CC=C2)F 3-fluoro-2-(2-fluorobenzyl)-6-(tetrahydro-2H-pyran-4-yl)-2,6-dihydro-7H-pyrazolo[3,4-d]pyridazin-7-one Potassium fluoride